(S)-3-((tert-butyldiphenylsilyl)oxy)-2-Phenylpropionic acid [Si](C1=CC=CC=C1)(C1=CC=CC=C1)(C(C)(C)C)OC[C@@H](C(=O)O)C1=CC=CC=C1